C(C)OC=1C(=CC2=CN(N=C2C1)C)C(=O)NC1=NC=C(N=C1)N1C[C@@H](NCC1)C (S)-6-ethoxy-2-methyl-N-(5-(3-methylpiperazin-1-yl)pyrazin-2-yl)-2H-indazole-5-carboxamide